4-[2-(4-Methoxy-naphthalene-1-sulfonylamino)-phenylethynyl]-benzamide COC1=CC=C(C2=CC=CC=C12)S(=O)(=O)NC1=C(C=CC=C1)C#CC1=CC=C(C(=O)N)C=C1